((4S,5S)-5-(2-nitrophenyl)-2-oxo-1,3-dioxolan-4-yl)methyl sulfamate S(N)(OC[C@@H]1OC(O[C@H]1C1=C(C=CC=C1)[N+](=O)[O-])=O)(=O)=O